(2S,4r)-1-[(2S)-2-(4-cyclopropyl-triazol-1-yl)-3,3-dimethyl-butyryl]-4-hydroxy-N-[2-(4-methyl-1-piperidinyl)-2-phenyl-ethyl]pyrrolidine-2-carboxamide C1(CC1)C=1N=NN(C1)[C@H](C(=O)N1[C@@H](C[C@H](C1)O)C(=O)NCC(C1=CC=CC=C1)N1CCC(CC1)C)C(C)(C)C